1-azido-2,2-bis(azidomethyl)butane N(=[N+]=[N-])CC(CC)(CN=[N+]=[N-])CN=[N+]=[N-]